alpha-Terpinyl propionate CCC(=O)OC(C)(C)C1CCC(=CC1)C